N1(C=CC=C1)C1(CCCCCC1)C(C(=O)OC)C(=O)OC Dimethyl 2-(1-(1H-pyrrol-1-yl)cycloheptane-1-yl)malonate